C(C)(=O)ONC(CCCCC)=O N-acetoxycaproamide